(S)-4-ethoxy-2-methyl-4-oxobutanoic acid C(C)OC(C[C@@H](C(=O)O)C)=O